CC1([C@H](C(=O)C2=C1NC3=C2C=CC(=C3)O)O)C The molecule is an indole alkaloid that is 1,2,3,4-tetrahydrocyclopenta[b]indole substituted by hydroxy groups at positions 2 and 6, geminal-methyl groups at position 3 and an oxo group at position 1. It has been isolated from the ethanol extract of the stems of Brucea mollis. It has a role as a metabolite and a plant metabolite. It is an indole alkaloid, an organic heterotricyclic compound, a member of phenols, a cyclic ketone and a secondary alpha-hydroxy ketone.